E-10-tetradecenyl acetate C(C)(=O)OCCCCCCCCC\C=C\CCC